(R,S)-4-((4-Carbamoylphenyl)((8-isopropyl-4-oxochroman-7-yl)oxy)methyl)benzoic acid C(N)(=O)C1=CC=C(C=C1)[C@H](C1=CC=C(C(=O)O)C=C1)OC1=CC=C2C(CCOC2=C1C(C)C)=O